propyl cis-2-(biphenyl-3-ylmethyl)-3-((methylsulfonyl)amino)piperidine-1-carboxylate C1(=CC(=CC=C1)C[C@@H]1N(CCC[C@@H]1NS(=O)(=O)C)C(=O)OCCC)C1=CC=CC=C1